(4R)-4-methyl-2-(1-methylpyrazolo[3,4-b]pyridin-4-yl)-6-[1-(4-piperidinyl)azetidin-3-yl]oxy-3,4-dihydro-1H-isoquinoline C[C@H]1CN(CC2=CC=C(C=C12)OC1CN(C1)C1CCNCC1)C1=C2C(=NC=C1)N(N=C2)C